ClC1=C(OC2(CC2)C(=O)OC)C=C(C(=C1)F)[N+](=O)[O-] methyl 1-(2-chloro-4-fluoro-5-nitro-phenoxy)-cyclopropanecarboxylate